tert-butyl (7-(1-hydroxyethyl)quinoline-4-carbonyl)glycinate OC(C)C1=CC=C2C(=CC=NC2=C1)C(=O)NCC(=O)OC(C)(C)C